2,2,2-trifluoroethyl 2-((2R,5S)-5-methyl-2-(pyridin-3-yl)piperidin-1-yl)-2-oxoacetate C[C@H]1CC[C@@H](N(C1)C(C(=O)OCC(F)(F)F)=O)C=1C=NC=CC1